behenamidopropyldiethylamine C(CCCCCCCCCCCCCCCCCCCCC)(=O)NCCCN(CC)CC